NCCOCC(=O)NCC1=CC2=C(N(C(N2C)=O)C2C(NC(CC2)=O)=O)C=C1 2-(2-Aminoethoxy)-N-[[1-(2,6-dioxo-3-piperidyl)-3-methyl-2-oxo-benzimidazol-5-yl]methyl]acetamide